2-(Pyridin-4-yl)[1,2,4]triazolo[1,5-c]quinazolin-5(6H)-thione N1=CC=C(C=C1)C1=NN2C(NC=3C=CC=CC3C2=N1)=S